(R)-1-(3-(3-chloro-5-(4-methoxypyrimidin-2-yl)phenyl)morpholino)prop-2-en-1-one ClC=1C=C(C=C(C1)C1=NC=CC(=N1)OC)[C@@H]1COCCN1C(C=C)=O